Cl.N[C@H](C(=O)O)CC L-2-AMINOBUTYRIC ACID HYDROCHLORIDE